C(C)(=O)NC=1C=C(C(=O)N[C@H]2C[C@H](CCC2)NC2=CC(=NC3=CC=CC=C23)C(F)(F)F)C=CC1 3-acetamido-N-[(1R,3S)-3-{[2-(trifluoromethyl)quinolin-4-yl]amino}cyclohexyl]benzamide